FC1=CC=C(CN2C(=NC=3C2=NC=CC3)CCC(=O)N[C@@H](C)C3=CC=C(C=C3)N3CCC(CC3)CO)C=C1 3-[3-(4-Fluoro-benzyl)-3H-imidazo[4,5-b]pyridin-2-yl]-N-{(S)-1-[4-(4-hydroxymethyl-piperidin-1-yl)-phenyl]-ethyl}-propionamide